COC1=C2C=C(NC2=CC=C1)C(=O)N1[C@@H](C[C@H](C1)C1=CC=CC=C1)C(=O)N[C@H](C=O)C[C@H]1C(NCC1)=O (2S,4S)-1-(4-methoxy-1H-indole-2-carbonyl)-N-((S)-1-oxo-3-((S)-2-oxopyrrolidin-3-yl)propan-2-yl)-4-phenylpyrrolidine-2-carboxamide